propiolic acid-1-methylheptyl ester CC(CCCCCC)OC(C#C)=O